FC1=C(C=C(C=C1)OC=1C(=C2C=CNC2=C(C1F)F)F)C1=NC(=NN1)[C@@]1(CCOC2=C(C=CC=C12)CCC(=O)O)C 3-[(4R)-4-[5-[2-fluoro-5-[(4,6,7-trifluoro-1H-indol-5-yl)oxy]phenyl]-1H-1,2,4-triazol-3-yl]-4-methyl-chroman-8-yl]propanoic acid